(1R,4R)-2-(5-bromopyridin-2-yl)-2,5-diazabicyclo[2.2.1]heptane BrC=1C=CC(=NC1)N1[C@H]2CN[C@@H](C1)C2